BrC=1C=C2C(=NC=NC2=CC1)NC(C(=O)NCCCC)C 2-((6-bromo-4-quinazolinyl)amino)-N-butyl-propionamide